2-(5-(2-((2,3-dihydro-1H-inden-2-yl)amino)-7,8-dihydropyrido[4,3-d]pyrimidin-6(5H)-yl)-1,3,4-oxadiazol-2-yl)acetic acid C1C(CC2=CC=CC=C12)NC=1N=CC2=C(N1)CCN(C2)C2=NN=C(O2)CC(=O)O